2-(4-amino-5-fluoro-pyrrolo-[2,3-d]pyrimidin-7-yl)-5-[(1R)-1-(3,4-dichlorophenyl)-1-hydroxy-ethyl]tetrahydrofuran-3,4-diol NC=1C2=C(N=CN1)N(C=C2F)C2OC(C(C2O)O)[C@](C)(O)C2=CC(=C(C=C2)Cl)Cl